CC1=C(C(=O)O)C=CC(=C1)[N+](=O)[O-] 2-methyl-4-nitro-benzoic acid